Br.C(C)OCC diethyl ether HBr